(9S)-1-(3-aminopropyl)-9-ethyl-5-fluoro-9-hydroxy-4-methyl-1,2,3,9,12,15-hexahydro-10H,13H-benzo[de]pyrano[3',4':6,7]indolizino[1,2-b]quinoline-10,13-dione formate C(=O)O.NCCCC1CCC=2C=3C1=C1C(=NC3C=C(C2C)F)C2=CC3=C(C(N2C1)=O)COC([C@]3(O)CC)=O